O[C@]1(C=C([C@H]([C@@H](C1)O)O)CCO)C(=O)O (1R,4R,5R)-1,4,5-trihydroxy-3-(2-hydroxy)ethylcyclohex-2-ene-1-carboxylic acid